OC1=CC=C(C=C1)NC(CCCC1=CC=C(C=C1)C=1C=NC2=CC=CC=C2C1)=O N-(4-hydroxyphenyl)-4-(4-(quinolin-3-yl)phenyl)butanamide